ClC1=CC=CC2=C1NC(=N2)C(=O)N2CC=1N(CC2)C(=NC1)NC (7-Chloro-1H-benzo[d]imidazol-2-yl)(3-(methylamino)-5,6-dihydroimidazo[1,5-a]pyrazin-7(8H)-yl)methanone